N1C=CC(=CC=C1)C(=O)N Azepine-4-carboxamide